2-(2-chlorophenyl)-5-hydroxy-8-[(3S,4R)-3-hydroxy-1-methylpiperidin-4-yl]-4-oxo-4H-1-benzopyran-7-yl methyl{1-[(2R)-piperidin-2-yl]ethyl}carbamate CN(C(OC1=C(C2=C(C(C=C(O2)C2=C(C=CC=C2)Cl)=O)C(=C1)O)[C@@H]1[C@@H](CN(CC1)C)O)=O)C(C)[C@@H]1NCCCC1